FC1(OC(C(O1)(F)F)(F)F)F Perfluorodioxolane